tert-butyl (2-(3-(1-chloropropyl)pyridin-2-yl)ethyl)carbamate ClC(CC)C=1C(=NC=CC1)CCNC(OC(C)(C)C)=O